FC1([C@H](C2=C(N(N=C2C(F)(F)F)[C@H]2[C@H](CCCC2)OC)C1)O)F (4S)-5,5-difluoro-1-[(1R,2S)-2-methoxycyclohexyl]-3-(trifluoromethyl)-4,6-dihydro-cyclopenta[c]pyrazol-4-ol